C(C)(C)(C)OC(N[C@H](C([2H])O)CC=C)=O ((2S)-1-hydroxypent-4-en-2-yl-1-d)carbamic acid tert-butyl ester